5-{[2-Chloro-3-(trifluoromethyl)phenyl]carbonyl}-(S*)-6-methyl-1-pyridin-2-yl-4,5,6,7-tetrahydro-1H-[1,2,3]triazolo[4,5-c]pyridine ClC1=C(C=CC=C1C(F)(F)F)C(=O)N1CC2=C(C[C@@H]1C)N(N=N2)C2=NC=CC=C2 |o1:18|